NCCCCCCCN1CC(=CC=C1C#CCN)C1=CC=CO1 N-(7-aminoheptyl)-5-(6-(3-aminoprop-1-yn-1-yl)pyridin-3-yl)furan